C1(CC1)N1N=C2C(CN(C3=C(C=C(C=C23)F)N)C)=N1 2-cyclopropyl-8-fluoro-5-methyl-4,5-dihydro-2H-[1,2,3]triazolo[4,5-c]quinolin-6-amine